3-(trimethoxysilyl)propyldimethyloleyl-ammonium chloride [Cl-].CO[Si](CCC[N+](CCCCCCCC\C=C/CCCCCCCC)(C)C)(OC)OC